Cl.Cl.FC=1C=C(C=NC1)[C@H](CNC(C[C@H]1CN(CCC1)C(=O)OC)(C)C)O Methyl (S)-3-(2-(((R)-2-(5-fluoropyridin-3-yl)-2-hydroxyethyl)amino)-2-methylpropyl)piperidine-1-carboxylate dihydrochloride